6-(3-chloro-2,6-difluorobenzylamino)-9-β-D-arabinofuranosylpurine ClC=1C(=C(CNC2=C3N=CN(C3=NC=N2)[C@H]2[C@@H](O)[C@H](O)[C@H](O2)CO)C(=CC1)F)F